(S)-3-((3,4-dimethyl-2-oxo-7-((2,4,6-trifluorobenzyl)carbamoyl)-3,4-dihydroquinazolin-1(2H)-yl)methyl)-2,4-difluorobenzoic acid CN1C(N(C2=CC(=CC=C2[C@@H]1C)C(NCC1=C(C=C(C=C1F)F)F)=O)CC=1C(=C(C(=O)O)C=CC1F)F)=O